(4-allyl-2-(1H-benzimidazol-5-yl)phenyl)methanol C(C=C)C1=CC(=C(C=C1)CO)C1=CC2=C(NC=N2)C=C1